Dodeca-3-en CCC=CCCCCCCCC